3,3'-Disulfanediylbis(N,N-dimethyl-1H-1,2,4-triazole-1-sulfonamide) S(SC1=NN(C=N1)S(=O)(=O)N(C)C)C1=NN(C=N1)S(=O)(=O)N(C)C